C(C)(C)(C)OC(=O)NCC=1C=NN(C1)[C@@H]1CN(CC1)C(=O)OCC1=CC=CC=C1 Benzyl (S)-3-(4-(((tert-butoxycarbonyl)amino)methyl)-1H-pyrazol-1-yl)pyrrolidine-1-carboxylate